(2S)-2-cyclohexyl-2-[[2-(4-dimethylaminophenyl)acetyl]amino]-N-[4-(3,5-dimethyl-1H-pyrazol-4-yl)phenyl]acetamide C1(CCCCC1)[C@@H](C(=O)NC1=CC=C(C=C1)C=1C(=NNC1C)C)NC(CC1=CC=C(C=C1)N(C)C)=O